2-[4-[4-[8-chloro-7-[2-methyl-3-(2-trimethylsilylethoxymethyl)benzimidazol-5-yl]oxy-quinoxalin-2-yl]pyrazol-1-yl]-4-piperidyl]ethanol ClC=1C(=CC=C2N=CC(=NC12)C=1C=NN(C1)C1(CCNCC1)CCO)OC1=CC2=C(N=C(N2COCC[Si](C)(C)C)C)C=C1